ClC1N(C2=CC=CC=C2C2(C1)C(CCCC2)C(F)(F)F)S(=O)(=O)C2=CC=C(C=C2)C(F)(F)F chloro-2-(trifluoromethyl)-1'-((4-(trifluoromethyl)phenyl)sulfonyl)-2',3'-dihydro-1'H-spiro[cyclohexane-1,4'-quinoline]